trimethyl-[2-[(trimethylsilyl)methyl]benzyl] iodide CC=1C(=C(C(C)(C)I)C=CC1)C[Si](C)(C)C